C(C)N(C(C1=C(C=CC(=C1)F)C1=CC(=CC=2N1C=NC2)[C@H]2CN(CC2)CC2CCC(CC2)N)=O)C(C)C N-ethyl-5-fluoro-N-isopropyl-2-{7-[(3S)-1-{[(1r,4r)-4-aminocyclohexyl]methyl}pyrrolidin-3-yl]imidazo[1,5-a]pyridin-5-yl}benzamide